tert-butyl 2-[2-[2-[2-[2-[3-[2-[6-methyl-7-oxo-1-(p-tolylsulfonyl) pyrrolo[2,3-c]pyridin-4-yl]-4-nitro-phenoxy]phenoxy]ethoxy]ethoxy]ethoxy]ethoxy]acetate CN1C(C2=C(C(=C1)C1=C(OC=3C=C(OCCOCCOCCOCCOCC(=O)OC(C)(C)C)C=CC3)C=CC(=C1)[N+](=O)[O-])C=CN2S(=O)(=O)C2=CC=C(C=C2)C)=O